t-butyl-((1-(2,6-difluorophenyl)but-3-en-1-yl)oxy)dimethylsilane silicon [Si].C(C)(C)(C)[Si](C)(C)OC(CC=C)C1=C(C=CC=C1F)F